4-(2-Methoxy-4-methylthiazol-5-yl)-N-(5-(4-methylpiperazin-1-yl)pyridin-2-yl)pyrimidin-2-amine COC=1SC(=C(N1)C)C1=NC(=NC=C1)NC1=NC=C(C=C1)N1CCN(CC1)C